C(C=C)N1C(N(C(C(=C1)C(=O)O)=O)CC=C)=O 1,3-diallyl-2,4-dioxo-1,2,3,4-tetrahydropyrimidine-5-carboxylic acid